1-iodo-2,3-bis(acetyloxymethyl)-4-methylsulfonyloxybenzene IC1=C(C(=C(C=C1)OS(=O)(=O)C)COC(C)=O)COC(C)=O